ClC1=C(C=CC=C1B1OC(C(O1)(C)C)(C)C)NC(=O)C1=NC=2CCN(CC2C=C1)C(=O)OC(C)(C)C tert-butyl 2-((2-chloro-3-(4,4,5,5-tetramethyl-1,3,2-dioxaborolan-2-yl)phenyl) carbamoyl)-7,8-dihydro-1,6-naphthyridine-6(5H)-carboxylate